(Z)-2-(Cyclopropoxymethyl)-N'-hydroxyisonicotinamidine C1(CC1)OCC=1C=C(/C(=N/O)/N)C=CN1